CC1(COC2=C1C=CC(=C2)CN2CC(NCC2)C2=C(C=CC=C2)C(C)C)C 1-((3,3-dimethyl-2,3-dihydrobenzofuran-6-yl)methyl)-3-(2-isopropylphenyl)piperazine